(1R,4R,7R)-2-{2-[1-(cyclopropylmethyl)-6-(piperidin-4-yl)-1H-pyrrolo[2,3-b]pyridin-2-yl]-7-methoxy-1-methyl-1H-1,3-benzodiazole-5-carbonyl}-2-azabicyclo[2.2.1]heptan-7-amine C1(CC1)CN1C(=CC=2C1=NC(=CC2)C2CCNCC2)C2=NC1=C(N2C)C(=CC(=C1)C(=O)N1[C@@H]2CC[C@H](C1)[C@H]2N)OC